BrC=1C=C(C(=C(OCCC(C(=O)C2=CC=C(C=C2)F)F)C1)F)F 4-(5-bromo-2,3-difluorophenoxy)-2-fluoro-1-(4-fluorophenyl)butan-1-one